2-(3,4-epoxycyclohexyl)ethyl-(trimethoxy)silane C1(CC2C(CC1)O2)CC[Si](OC)(OC)OC